C(C)N1C2=CC=CC=C2C=2C=C(C=CC12)NC(C(F)(F)F)=O N-(9-Ethyl-9H-carbazol-3-yl)-2,2,2-trifluoro-acetamide